2-chloro-phenyl isothiocyanate ClC1=C(C=CC=C1)N=C=S